ethyl 2-[(2S,6R)-2-(6-benzyloxy-3-pyridyl)-6-methyl-morpholin-4-yl]-6-[2-fluoro-4-(trifluoromethyl)phenyl]-5-formyl-pyrimidine-4-carboxylate C(C1=CC=CC=C1)OC1=CC=C(C=N1)[C@H]1CN(C[C@H](O1)C)C1=NC(=C(C(=N1)C(=O)OCC)C=O)C1=C(C=C(C=C1)C(F)(F)F)F